((2-ethyl-6-methoxy-1,2,3,4-tetrahydroisoquinolin-7-yl)amino)-5-((2-methoxyphenyl)amino)-1,2,4-triazine-6-carboxamide C(C)N1CC2=CC(=C(C=C2CC1)OC)NC=1N=NC(=C(N1)NC1=C(C=CC=C1)OC)C(=O)N